4,5-difluoro-N-[(1R,2R,3S,5R)-2-hydroxy-2,6,6-trimethyl-norpinan-3-yl]-1H-pyrrolo[2,3-b]pyridine-2-carboxamide FC1=C2C(=NC=C1F)NC(=C2)C(=O)N[C@@H]2[C@]([C@H]1C([C@@H](C2)C1)(C)C)(C)O